5-(3-((4-(2-fluoropyridin-4-yl)piperazin-1-yl)methyl)piperidin-1-yl)-2-(furan-2-yl)-[1,2,4]triazolo[1,5-a][1,3,5]triazine-7-amine FC1=NC=CC(=C1)N1CCN(CC1)CC1CN(CCC1)C1=NC=2N(C(=N1)N)N=C(N2)C=2OC=CC2